3-(3-methylphenyl)aniline CC=1C=C(C=CC1)C=1C=C(N)C=CC1